N-(4-bromo-3-cyano-7-methylbenzothien-2-yl)carbamic acid ethyl ester C(C)OC(NC=1SC2=C(C1C#N)C(=CC=C2C)Br)=O